2-(4,4-difluorocyclohexane-1-carboxamido)-4-(3-(2-(5,6,7,8-tetrahydro-1,8-naphthyridin-2-yl)ethyl)pyrrolidin-1-yl)butanoic acid FC1(CCC(CC1)C(=O)NC(C(=O)O)CCN1CC(CC1)CCC1=NC=2NCCCC2C=C1)F